CN(CCCN(CCCN(C)C)C)C N-[3-(dimethylamino)propyl]-N,N',N'-trimethyl-1,3-propanediamine